C(C1=CC=CC=C1)N1N=C(C2=CC=CC=C12)OCC(=O)O α-[(1-benzyl-1H-indazol-3-yl)oxy]acetic acid